N1C(NC(C=2N3C(=NC12)S(CC3)(=O)=O)=O)=O 6,7-dihydrothiazolo[2,3-f]purin-2,4(1H,3H)-dione 8,8-dioxide